3-amino-4-((5-nitrothiazol-2-yl)carbamoyl)benzoic acid NC=1C=C(C(=O)O)C=CC1C(NC=1SC(=CN1)[N+](=O)[O-])=O